2-((2S,5R)-6-(benzyloxy)-7-oxo-1,6-diazabicyclo[3.2.1]octane-2-carboximidamido)ethylacetamide C(C1=CC=CC=C1)ON1[C@@H]2CC[C@H](N(C1=O)C2)C(NCCCC(=O)N)=N